lauryloxy-N,N-dimethylpropionamide C(CCCCCCCCCCC)OC(C(=O)N(C)C)C